FC1(CCC(CC1)(O)CNC(=O)C=1C=C(N2C=CC=C(C12)C)CCOC)F 3-(2-Methoxy-ethyl)-8-methyl-indolizine-1-carboxylic acid (4,4-difluoro-1-hydroxy-cyclohexylmethyl)-amide